Methyl propyl Disulphide C(CC)SSC